N1(CCC(CC1)C(=O)NC=1SC2=C(N1)C=CC(=C2)C=2C=C(C(=NC2)C)NC(OC2CCCCC2)=O)C2CCNCC2 cyclohexyl (5-(2-([1,4'-bipiperidine]-4-carboxamido)benzo[d]thiazol-6-yl)-2-methylpyridin-3-yl)carbamate